4-bromo-7-chlorobenzo[b]thiophene BrC1=CC=C(C=2SC=CC21)Cl